3-bromo-N-(3,4-dichloro-1H-indol-7-yl)benzenesulfonamide BrC=1C=C(C=CC1)S(=O)(=O)NC=1C=CC(=C2C(=CNC12)Cl)Cl